ClC=1C(=C(C=CC1)NC=1C(=NN2C1C(NCC2)=O)C2=C(C=NC=C2)OCCOC)OC 3-[(3-chloro-2-methoxyphenyl)amino]-2-[3-(2-methoxyethoxy)pyridin-4-yl]-5H,6H,7H-pyrazolo[1,5-a]pyrazin-4-one